C(C1=CC=CC=C1)NS(=O)(=O)C1=C(C(=C(C(=C1F)F)F)F)OCC1=CC=CC=C1 N-benzyl-2-(benzyloxy)-3,4,5,6-tetrafluoro-benzenesulfonamide